Cl.FC=1C=CC(=C2C=C(NC(C12)=O)CCC(N1CCN(CC1)CCC)=O)C 8-fluoro-5-methyl-3-(3-oxo-3-(4-propylpiperazin-1-yl)propyl)isoquinolin-1(2H)-one hydrochloride